CC(C)(C)OC(=O)N1[C@@H](C[C@@H](C1)Br)C(=O)OC (2S,4S)-4-bromo-2-(methoxycarbonyl)tetrahydropyrrole-1-carboxylic acid-2-methylpropan-2-yl ester